(R)-N-[1-(3-cyano-2-methyl-phenyl)ethyl]-2-methyl-propane-2-sulfinamide C(#N)C=1C(=C(C=CC1)C(C)N[S@](=O)C(C)(C)C)C